6-hydroxy-3-cyclohexene OC1CC=CCC1